(1S,3R)-1-(4-bromo-2,6-difluorophenyl)-2-(2-fluoro-2-methylpropyl)-6-iodo-3-methyl-1,2,3,4-tetrahydroisoquinoline BrC1=CC(=C(C(=C1)F)[C@H]1N([C@@H](CC2=CC(=CC=C12)I)C)CC(C)(C)F)F